citric acid, methyl ester C(CC(O)(C(=O)[O-])CC(=O)[O-])(=O)OC